BrCC=1C=CC(=NC1)S(=O)(=O)N(CC1=CC=C(C=C1)OC)CC1=CC=C(C=C1)OC 5-(bromomethyl)-N,N-bis[(4-methoxyphenyl)methyl]pyridine-2-sulfonamide